C(C)(=O)C1CC(N(C1)CC1=CC=C(C=C1)OC)=O 4-Acetyl-1-(4-methoxybenzyl)pyrrolidin-2-one